(Z)-2-(4-bromo-2-fluorobenzoyl)-3-(dimethylamino)acrylic acid ethyl ester C(C)OC(\C(=C/N(C)C)\C(C1=C(C=C(C=C1)Br)F)=O)=O